C(=O)O.N[C@@H]1CCCC12CCN(CC2)C2=NC=C(C(N2C)=O)SC2=C1C(=NC=C2)N(C=C1)C (R)-2-(1-amino-8-azaspiro[4.5]decan-8-yl)-3-methyl-5-((1-methyl-1H-pyrrolo[2,3-b]pyridin-4-yl)thio)pyrimidin-4(3H)-one formate